4-(4-(6-(((1S,2S,3R,5R)-2-fluoro-9-methyl-9-azabicyclo[3.3.1]nonan-3-yl)(methyl)amino)pyridazin-3-yl)-3-hydroxyphenyl)-1-methyl-1,3,5-triazin-2(1H)-one F[C@H]1[C@@H]2CCC[C@H](C[C@H]1N(C1=CC=C(N=N1)C1=C(C=C(C=C1)C1=NC(N(C=N1)C)=O)O)C)N2C